ClC1=C(C=C(C=C1)NC(NC1=CC=C(C=C1)F)=O)NC(C)=O N-[2-chloro-5-[(4-fluorophenyl)carbamoylamino]phenyl]acetamide